NC\C=C(\CN1N=NC2=C1C=C(C=C2C=2C=CC(=C(C2)S(=O)(=O)N(C)C)OC)C(=O)N2CCCC2)/F (Z)-5-(1-(4-amino-2-fluorobut-2-en-1-yl)-6-(pyrrolidin-1-carbonyl)-1H-benzo[d][1,2,3]triazol-4-yl)-2-methoxy-N,N-dimethylbenzenesulfonamide